fluoro-5-(5-methyl-3-pyridin-2-yl-1H-pyrazol-1-yl)benzonitrile FC1=C(C#N)C=C(C=C1)N1N=C(C=C1C)C1=NC=CC=C1